C(CCCCCCC)C=1SC(=CC1)C1=CC=2C(S1)=C(C1=C(SC(=C1)C1=CC=C(S1)CCCCCCCC)C2C#C[Si](C(C)C)(C(C)C)C(C)C)C#C[Si](C(C)C)(C(C)C)C(C)C 2,6-bis(2-octylthiophen-5-yl)-4,8-bis(triisopropylsilylethynyl)benzo[1,2-b:4,5-b']dithiophene